3-bromo-5-((2R,3S,4S)-1-(tert-butylsulfonyl)-4-hydroxy-3-methylpyrrolidin-2-yl)pyridin-4-ol BrC=1C=NC=C(C1O)[C@@H]1N(C[C@H]([C@H]1C)O)S(=O)(=O)C(C)(C)C